trimethylolpropaneolate C(O)C(CC[O-])(CO)CO